[SiH3]C1=CC=C(C=C1)[SiH3] 1,4-Bis-silyl-benzene